C(C1=CC=CC=C1)OC(C=C)=O acrylic benzyl ester